Methyl 2-(((1RS,2S)-2-((tert-butoxycarbonyl)amino)-1-cyano-3-(1H-indol-3-yl)propyl)amino)-5-(1H-indazol-4-yl)benzoate C(C)(C)(C)OC(=O)N[C@H]([C@H](C#N)NC1=C(C(=O)OC)C=C(C=C1)C1=C2C=NNC2=CC=C1)CC1=CNC2=CC=CC=C12 |&1:9|